6-[3-ethylsulfonyl-5-(2-methyltetrazol-5-yl)-2-pyridyl]-7-methyl-3-(1,1,2,2,2-pentafluoroethyl)imidazo[4,5-c]pyridazine C(C)S(=O)(=O)C=1C(=NC=C(C1)C=1N=NN(N1)C)C1=NC2=C(N=NC(=C2)C(C(F)(F)F)(F)F)N1C